CC1(OCC=C(C1)C1=CC(=NC(=N1)N(C)C1C[C@H]2CCC[C@@H](C1)N2S(=O)(=O)CC)NC2=NNC(=C2)C)C 6-(2,2-dimethyl-3,6-dihydro-2H-pyran-4-yl)-N2-((1R,3s,5S)-9-(ethylsulfonyl)-9-azabicyclo[3.3.1]nonan-3-yl)-N2-methyl-N4-(5-methyl-1H-pyrazol-3-yl)pyrimidine-2,4-diamine